NC1=C(C=2C(=NC(=C(C2)N2C[C@@H](CC2)O)C)N1C1=C(C(=CC=C1C)OCC1=CC=C(C=C1)OC)C)C#N (R)-2-Amino-5-(3-hydroxypyrrolidin-1-yl)-1-(3-((4-methoxybenzyl)oxy)-2,6-dimethylphenyl)-6-methyl-1H-pyrrolo[2,3-b]pyridine-3-carbonitrile